2-(5-(chlorosulfonyl)indoline-1-carbonyl)phenyl sulfamate S(N)(OC1=C(C=CC=C1)C(=O)N1CCC2=CC(=CC=C12)S(=O)(=O)Cl)(=O)=O